C(#N)C1=CC(=C(C(=C1)C)C1=CC=C2C=CC(=NC2=N1)C1CN(CCC1)C(=O)OCC1=CC=CC=C1)OC benzyl 3-[7-(4-cyano-2-methoxy-6-methyl-phenyl)-1,8-naphthyridin-2-yl]piperidine-1-carboxylate